ClC1=CC=C(C=C1)C(C(=O)N(C)C)N1CCN(CC1)C(=O)OC(C)(C)C tert-butyl 4-(1-(4-chlorophenyl)-2-(dimethylamino)-2-oxoethyl)piperazine-1-carboxylate